ClC1=CC(=C(C=N1)N)NC1CC1 6-Chloro-N4-cyclopropylpyridine-3,4-diamine